4,5-dimethyl-6-[3-(4-pyridyl)-7,8-dihydro-5H-1,6-naphthyridin-6-yl]pyridazine CC1=CN=NC(=C1C)N1CC=2C=C(C=NC2CC1)C1=CC=NC=C1